ONC(CCCCCCNC(=O)N1CC=2NC3=CC=CC=C3C2CC1)=O N-(7-(hydroxyamino)-7-oxoheptyl)-1,3,4,9-tetrahydro-2H-pyrido[3,4-b]indole-2-carboxamide